cis-3,4,5,6a,7,8,9,9a-Octahydro-5-methyl-4-oxo-3-(phenylmethyl)cyclopent-[4,5]imidazo[2,1-b]purin-2-carboxylic acid, methyl ester CN1C=2N(C=3N=C(N(C3C1=O)CC1=CC=CC=C1)C(=O)OC)[C@@H]1[C@H](N2)CCC1